4-(morpholin-4-yl)benzaldehyde N1(CCOCC1)C1=CC=C(C=O)C=C1